FC1(CC(C1)C1=NN(C(=C1C)NC(OC1CC(C1)(F)F)=O)C)F 3,3-difluorocyclobutyl (3-(3,3-difluorocyclobutyl)-1,4-dimeth-yl-1H-pyrazol-5-yl)carbamate